C(C)C(CO)(CO)CS 2-ethyl-2-mercaptomethyl-1,3-propanediol